C[Si](OC1=C(C(=C([SiH3])[SiH3])[SiH3])C=CC=C1)(C)C (trimethylsiloxy)trisilylstyrene